S1C(=NC=C1)[C@H]1[C@@H](C1)N trans-2-(thiazol-2-yl)cyclopropylamine